5-(5-ethyl-1,2,4-oxadiazol-3-yl)-N-(1-methyl-1H-pyrazol-4-yl)-2,3-dihydro-1H-indene-1-carboxamide C(C)C1=NC(=NO1)C=1C=C2CCC(C2=CC1)C(=O)NC=1C=NN(C1)C